6-((1H-indazol-5-yl)amino)-2-(3,8-diazabicyclo[3.2.1]oct-8-yl)-5-methylpyrimidine-4-carbonitrile N1N=CC2=CC(=CC=C12)NC1=C(C(=NC(=N1)N1C2CNCC1CC2)C#N)C